fluorine chlorine zinc-copper [Cu].[Zn].[Cl].[F]